Cerotic acid amide C(CCCCCCCCCCCCCCCCCCCCCCCCC)(=O)N